FC=1C=C(C(F)(F)F)C=CC1 meta-fluoro-trifluorotoluene